CN(C/C=C/C(=O)NC=1C=NC=C(C(=O)OC)C1)C methyl (E)-5-(4-(dimethylamino)but-2-enamido)nicotinate